2-(8-Cyanoquinolin-6-yl)acetic acid C(#N)C=1C=C(C=C2C=CC=NC12)CC(=O)O